COC1=C(C(=CC=C1)OC)S(=O)(=O)NC1=NOC2=C1C(=CC(=C2)C2=CC(=CC=C2)N2CCN(CC2)C#CC)OC 2,6-dimethoxy-N-(4-methoxy-6-(3-(4-propynylpiperazin-1-yl)phenyl)benzo[d]isoxazol-3-yl)benzenesulfonamide